OC(COC[C@H](COC)NC1=C(C(N(N=C1)CC1=CC=C(C=C1)OC)=O)C(F)(F)F)C(N1CCN(CC1)C1=NC=C(C=N1)C(F)(F)F)=O 5-(((2S)-1-(2-hydroxy-3-oxo-3-(4-(5-(trifluoromethyl)pyrimidin-2-yl)piperazin-1-yl)propoxy)-3-methoxypropan-2-yl)amino)-2-(4-methoxybenzyl)-4-(trifluoromethyl)pyridazin-3(2H)-one